1-(benzylthio)-N,N-dimethylindol-3-amine C(C1=CC=CC=C1)SN1C=C(C2=CC=CC=C12)N(C)C